3-phenyl-4-phenyloxazoline C1(=CC=CC=C1)N1COC=C1C1=CC=CC=C1